NC1=C(C2=C(C(N1C1=C(C(=CC=C1C)O)C)=O)C(=C(S2)C2CC2)C)C(=O)N (R)-6-amino-2-cyclopropyl-5-(3-hydroxy-2,6-dimethylphenyl)-3-methyl-4-oxo-4,5-dihydrothieno[3,2-c]pyridine-7-carboxamide